ClC=1C2=C(N=C(N1)C=1N(C=CN1)C)SC(=C2C)C2=NN(C=C2)C(C)C 3-[4-chloro-5-methyl-2-(1-methyl-1H-imidazol-2-yl)thieno[2,3-d]pyrimidin-6-yl]-1-(propan-2-yl)-1H-pyrazole